tert-Butyl (E)-(4-(3-(2-Fluoroethoxy)-4-nitrostyryl)phenyl)-(propyl)carbamate FCCOC=1C=C(/C=C/C2=CC=C(C=C2)N(C(OC(C)(C)C)=O)CCC)C=CC1[N+](=O)[O-]